(E)-3-methylpent-2,4-dien-1-ol C\C(=C/CO)\C=C